xylose monocaprylate C(CCCCCCC)(=O)O.O=C[C@H](O)[C@@H](O)[C@H](O)CO